CC1(C=2C=CC(=CC2C(=CC1)C1=CC=C(C=C1)C)C#CC1=CC=C(C(=O)O)C=C1)C 4-[2-[5,6-Dihydro-5,5-dimethyl-8-(4-methylphenyl)-2-naphthalenyl]ethynyl]-benzoic acid